5'-(4',4'-dimethoxytrityl)uridine COC1(CC=C(C(C2=CC=CC=C2)(C2=CC=CC=C2)C([C@@H]2[C@H]([C@H]([C@@H](O2)N2C(=O)NC(=O)C=C2)O)O)O)C=C1)OC